1-(2-bromo-5-methoxyphenyl)-2,2-dihydroxyethan-1-one BrC1=C(C=C(C=C1)OC)C(C(O)O)=O